4-((3-(4-(((1S,4S)-4-(2-oxa-6-azaspiro[3.3]heptan-6-yl)cyclohexyl)amino)-1-(2,2,2-trifluoroethyl)-1H-indol-2-yl)prop-2-yn-1-yl)amino)-3-methoxybenzoic acid C1OCC12CN(C2)C2CCC(CC2)NC2=C1C=C(N(C1=CC=C2)CC(F)(F)F)C#CCNC2=C(C=C(C(=O)O)C=C2)OC